4,4',4''-(1,3,5-triazine-2,4,6-triyl)tri-trimellitic acid N1=C(N=C(N=C1C1(CC(=C(C(=O)O)C=C1)C(=O)O)C(=O)O)C1(CC(=C(C(=O)O)C=C1)C(=O)O)C(=O)O)C1(CC(=C(C(=O)O)C=C1)C(=O)O)C(=O)O